N=1N=CN2C1C=C(C=C2)C2=CN=C(N2)C2CN1C(CC3(CC3)[C@@H]1C1=C2C=2C(=C(C=NC1)Cl)C(=CC(C2)=O)F)=O |o1:22| (R*)-12-(5-([1,2,4]triazolo[4,3-a]pyridin-7-yl)-1H-imidazol-2-yl)-7-chloro-8-fluoro-13,14-dihydro-2H-spiro[benzo[5,6]azocino[4,3-g]indolizine-3,1'-cyclopropane]-1,10(4H,12H)-dione